ethyl 4-[4-nitro-3-(trifluoromethyl)pyrazol-1-yl]cyclohexanecarboxylate [N+](=O)([O-])C=1C(=NN(C1)C1CCC(CC1)C(=O)OCC)C(F)(F)F